C1(CC1)C1=CC(N(C=N1)C[C@@]1(CCN(CC12CCCC2)C(=O)N2[C@@H](CNCC2)C2=C(C=CC(=C2)F)F)O)=O 6-Cyclopropyl-3-(((S)-7-((R)-2-(2,5-difluorophenyl)piperazine-1-carbonyl)-10-hydroxy-7-aza-spiro[4.5]decan-10-yl)methyl)pyrimidin-4(3H)-one